NCCC=1NC=C2C(=NC=3C=C(C=CC3C21)C2=CC=NN2)N (2-aminoethyl)-7-(1H-pyrazol-5-yl)-2H-pyrrolo[3,4-c]quinolin-4-amine